FC=1C(=CC(=NC1)OC)C1=CC(=NN1)C(=O)N1[C@@H](C[C@@H]([C@H](C1)C)C(=O)NC1CCC(CC1)(C(F)(F)F)O)C (2R,4S,5R)-1-(5-(5-fluoro-2-methoxypyridin-4-yl)-1H-pyrazole-3-carbonyl)-N-((1r,4S)-4-hydroxy-4-(trifluoromethyl)cyclohexyl)-2,5-dimethylpiperidin-4-carboxamide